9,10-Anthracendicarbaldehyd C1=CC=CC2=C(C3=CC=CC=C3C(=C12)C=O)C=O